C(CC)C(CC)(N)N propylpropanediamine